NC1=C(SC2=NC(=CN=C21)C)C(=O)NC2CC=1C(=CC(=NC1CC2)N2CC(C(C2)NC)OC)F 7-amino-N-{4-fluoro-2-[3-methoxy-4-(methylamino)pyrrolidin-1-yl]-5,6,7,8-tetrahydroquinolin-6-yl}-3-methylthieno[2,3-b]pyrazine-6-carboxamide